7-((2-(2,6-dioxopiperidin-3-yl)-1,3-dioxoisoindolin-4-yl)amino)heptyl 4-methylbenzenesulfonate CC1=CC=C(C=C1)S(=O)(=O)OCCCCCCCNC1=C2C(N(C(C2=CC=C1)=O)C1C(NC(CC1)=O)=O)=O